2-((5-cyclopropyl-1-(tetrahydro-2H-pyran-2-yl)-1H-pyrazol-3-yl)methyl)-6-(phenylsulfonyl)phthalazin-1(2H)-one C1(CC1)C1=CC(=NN1C1OCCCC1)CN1C(C2=CC=C(C=C2C=N1)S(=O)(=O)C1=CC=CC=C1)=O